C(C)(C)(C)OP(=O)(OC(C)(C)C)OC=1C(=C(C=C(C(=O)OC(C)(C)C)C1)C(=O)OC(C)(C)C)C(C)(CCO)C di-tert-butyl 5-((di-tert-butoxyphosphoryl)oxy)-4-(4-hydroxy-2-methylbutan-2-yl)isophthalate